CS(=O)(=O)C1=CC=C(CN[C@@H](CO)C(=O)O)C=C1 (2s,3r)-p-methylsulfonylbenzylserine